(S)-2-(3-(3-((1-Cyclopropylethyl)Carbamoyl)-1H-Pyrazol-5-Yl)Phenyl)-N-(Pentan-3-Yl)Oxazole-5-Carboxamide C1(CC1)[C@H](C)NC(=O)C1=NNC(=C1)C=1C=C(C=CC1)C=1OC(=CN1)C(=O)NC(CC)CC